COC1=C(C=CC=C1)NC1=CC(=NC(=N1)NC(C)(CC(C)(C)C)C)C(=O)N1CCN(CC1)C1=CC=CC=C1 (6-((2-methoxyphenyl)amino)-2-((2,4,4-trimethylpentan-2-yl)amino)pyrimidin-4-yl)(4-phenylpiperazin-1-yl)methanone